tert-Butyl 3-(1-(4-fluorophenyl)-1H-pyrazol-4-yl)benzylcarbamate FC1=CC=C(C=C1)N1N=CC(=C1)C=1C=C(CNC(OC(C)(C)C)=O)C=CC1